2-(4-chlorophenyl)benzofuran ClC1=CC=C(C=C1)C=1OC2=C(C1)C=CC=C2